C(C)OC(=O)C=1N=C2N(C=C(C=C2Br)C)C1N 3-amino-8-bromo-6-methylimidazo[1,2-a]pyridine-2-carboxylic acid ethyl ester